COC1=CC=C2C=CC=C3C2=C1C1=C3C3=CC=CC2=CC=CC1=C32 methoxyacenaphtho[1,2-a]acenaphthylene